n-decanoic acid-4-(2-hydroxyethyl-amino)butyl ester OCCNCCCCOC(CCCCCCCCC)=O